C(CCCCCCCCCCCCC)(=O)O[C@@H]1[C@](O[C@H](C1)N1C2=NC(=NC(=C2N=C1)N)F)(COC(CCCCCCCCCCCCC)=O)C#C (2R,3S,5R)-5-(6-amino-2-fluoro-9H-purin-9-yl)-2-ethynyl-2-((tetradecanoyloxy)methyl)tetrahydro-furan-3-yl tetradecanoate